tert-butyl 4-(5-iodo-3-methyl-pyrazol-1-yl)piperidine-1-carboxylate IC1=CC(=NN1C1CCN(CC1)C(=O)OC(C)(C)C)C